ClC=1C=C(OCC2CN(CC2)C(=O)OCCCC)C=C(C1)[N+](=O)[O-] butyl 3-((3-chloro-5-nitrophenoxy)methyl)pyrrolidine-1-carboxylate